C(C)(C)(C)OC(=O)NC(CN(C([O-])=O)S(=O)(=O)C)C 2-((tert-butoxycarbonyl)amino)propyl(methylsulfonyl)carbamate